tertbutyl 4-((methylsulfonyl)oxy)piperidine-1-carboxylate CS(=O)(=O)OC1CCN(CC1)C(=O)OC(C)(C)C